C(C)O[Si](CCCSS)(OCC)OCC 3-triethoxysilylpropyldisulfane